methyl 2-[[2-[tert-butoxycarbonyl(methyl)amino]acetyl]amino]-4,8-difluoro-3,5,6,7-tetrahydrocyclopenta[f]benzimidazole-6-carboxylate C(C)(C)(C)OC(=O)N(CC(=O)NC=1NC2=C(N1)C(=C1C(=C2F)CC(C1)C(=O)OC)F)C